C(#N)C1=CC(=C(C=C1)C1=CC(=NC(=C1)OC(C)C)NC(C=1C(N(C=C(C1)CN[C@@H](C)C1CC1)C1CC1)=O)=O)C(=O)N1CC(C1)(F)F N-(4-{4-cyano-2-[(3,3-difluoro-1-azetidinyl)carbonyl]phenyl}-6-isopropoxy-2-pyridyl)-1-cyclopropyl-5-{[(S)-1-cyclopropylethylamino]methyl}-2-oxo-1,2-dihydronicotinamide